C(C)C1=C(C(=CC=C1)CC)N1C(=NC(C(=C1O)CC1=CC(=C(C=C1)C=1C(=NC(=CC1)F)C)F)=O)C1=NN(C=C1)CC 1-(2,6-diethylphenyl)-2-(1-ethyl-1H-pyrazol-3-yl)-5-{[3-fluoro-4-(6-fluoro-2-methylpyridin-3-yl)phenyl]methyl}-6-hydroxy-1,4-dihydropyrimidin-4-one